pentaerythritol octadecyl-diphosphite C(CCCCCCCCCCCCCCCCC)P(O)(O)OP(O)O.OCC(CO)(CO)CO